N-(3,3-difluorocyclobutyl)-6-fluoro-N-methyl-1H-indole-2-carboxamide FC1(CC(C1)N(C(=O)C=1NC2=CC(=CC=C2C1)F)C)F